NCCNC=1C=NC(=NC1)C1=C(C=C(C#N)C=C1)OC=1N(N=C(C1)C1CC1)C 4-[5-(2-aminoethylamino)pyrimidin-2-yl]-3-(5-cyclopropyl-2-methylpyrazol-3-yl)oxybenzonitrile